4-(3-chlorophenyl)piperazin ClC=1C=C(C=CC1)N1CCNCC1